(3S,4R)-3,4-difluoropyrrolidine hydrochloride Cl.F[C@H]1CNC[C@H]1F